6-fluoro-9-(2-fluoropyridin-4-yl)-2-methyl-7-(6-(3-(piperidin-1-yl)propoxy)pyridin-3-yl)-9,10-dihydro-8-oxa-2,4,10a-triazanaphtho[2,1,8-cde]azulen-1(2H)-one FC=1C=C2N=CC=3N(C(N4CC(OC(=C2C34)C1C=1C=NC(=CC1)OCCCN1CCCCC1)C1=CC(=NC=C1)F)=O)C